4-[[8-[4-[4-[8-[3,5-difluoro-4-(morpholinomethyl)phenyl]quinoxalin-2-yl]pyrazol-1-yl]-1-piperidyl]-8-oxo-octyl]amino]-2-(2,6-dioxo-3-piperidyl)isoindoline-1,3-dione FC=1C=C(C=C(C1CN1CCOCC1)F)C=1C=CC=C2N=CC(=NC12)C=1C=NN(C1)C1CCN(CC1)C(CCCCCCCNC1=C2C(N(C(C2=CC=C1)=O)C1C(NC(CC1)=O)=O)=O)=O